ClC1=CC=C(CN2C(C3=C(C=4C=CC=CC24)CNC3)=O)C=C1 5-(4-Chlorobenzyl)-1,2,3,5-tetrahydro-4H-pyrrolo[3,4-c]quinolin-4-one